4-methoxy-5-(3,3,3-trifluoropropyl)pyrimidin-2-amine COC1=NC(=NC=C1CCC(F)(F)F)N